N-(3-cyano-4-fluorophenyl)-2-(4,4-difluorocycloheptan-1-yl)-6-difluoromethyl-nicotinamide C(#N)C=1C=C(C=CC1F)NC(C1=C(N=C(C=C1)C(F)F)C1CCC(CCC1)(F)F)=O